2-hydroxyethyl 12-hydroxyoctadecanoate OC(CCCCCCCCCCC(=O)OCCO)CCCCCC